CC1(OC[C@@H](O1)[C@@H]1[C@@H]([C@@H]2[C@@H](OC(O2)(C)C)O1)F)C (3aR,5R,6S,6aS)-5-[(4R)-2,2-dimethyl-1,3-dioxolan-4-yl]-6-fluoro-2,2-dimethyl-3a,5,6,6a-tetrahydrofuro[2,3-d][1,3]dioxole